C1(CC1)C1=C2CN(C(C2=CC(=C1)C(F)(F)F)=O)C1C(NC(CC1)=O)=O 3-(4-cyclopropyl-1-oxo-6-(trifluoromethyl)isoindolin-2-yl)piperidine-2,6-dione